ClC1=C(CCC1N1C(C2=CC=CC=C2C1=O)=O)C(=O)[2H] 2-chloro-3-(1,3-dioxoisoindolin-2-yl)cyclopent-1-ene-1-carbaldehyde-d